CC1=C(C(=O)NC2(CC2)C2=C3C=CC=NC3=CC(=C2)C2=NNC(=C2)C)C=C(C=C1)OC[C@H]1N(CC1)C (S)-2-Methyl-N-(1-(7-(5-methyl-1H-pyrazol-3-yl)quinolin-5-yl)cyclopropyl)-5-((1-methylazetidin-2-yl)methoxy)benzamide